tert-butyl (R)-4-(1-((6-methoxy-2-methyl-[1,2,4]triazolo[1,5-a]pyridin-7-yl)carbamoyl)-2,3-dihydro-1H-pyrrolo[2,3-b]pyridin-4-yl)-2-methylpiperazine-1-carboxylate COC=1C(=CC=2N(C1)N=C(N2)C)NC(=O)N2CCC=1C2=NC=CC1N1C[C@H](N(CC1)C(=O)OC(C)(C)C)C